9H-Fluoren-2-ylisocyanat C1=C(C=CC=2C3=CC=CC=C3CC12)N=C=O